FC1=C(C=CC(=C1)C(NC)=O)C=1N=C2SC3=C(N2C1)C=CC(=C3)C(=O)NCCCN3CCCCC3 (2-fluoro-4-(methylcarbamoyl)phenyl)-N-(3-(piperidin-1-yl)propyl)benzo[d]imidazo[2,1-b]thiazole-7-carboxamide